5-(4-fluoro-2-methyl-1-(1-methylpiperidin-4-yl)-1H-benzo[d]imidazol-6-yl)-N-(trans-4-morpholinocyclohexyl)-7H-pyrrolo[2,3-d]pyrimidin-4-amine FC1=CC(=CC=2N(C(=NC21)C)C2CCN(CC2)C)C2=CNC=1N=CN=C(C12)N[C@@H]1CC[C@H](CC1)N1CCOCC1